COC(=O)C1=NC(=C(N=C1NC1=CC=C(C=C1)N1CCOCC1)NC)C=1C2=C(C=NC1)N(C=N2)CC.BrC=2C=C(C=CC2)C(CNC2=C(C=CC=C2C(C)C)C(C)C)=O 1-(3-bromophenyl)-2-((2,6-diisopropylphenyl)amino)ethan-1-one methyl-6-(3-ethylimidazo[4,5-c]pyridin-7-yl)-5-(methylamino)-3-(4-morpholinoanilino)pyrazine-2-carboxylate